[C@H]12COC[C@@H]2C1C(=O)O (1R,5S)-3-oxabicyclo[3.1.0]hexane-6-carboxylic acid